5-(3-(2-amino-[1,2,4]triazolo[1,5-a]pyridin-7-yl)-2,6-difluoro-4-methoxyphenoxy)-3,3-difluoro-2-(4-fluorophenyl)pentan-2-ol NC1=NN2C(C=C(C=C2)C=2C(=C(OCCC(C(C)(O)C3=CC=C(C=C3)F)(F)F)C(=CC2OC)F)F)=N1